2-(2-(1-Adamantyl)-4-t-butylphenoxy)tetrahydro-2H-pyran butyl-((4-(4-((2-(2-fluoropropan-2-yl)-1H-imidazol-1-yl)methyl)phenyl)-2-isobutylthiazol-5-yl)sulfonyl)carbamate C(CCC)OC(NS(=O)(=O)C1=C(N=C(S1)CC(C)C)C1=CC=C(C=C1)CN1C(=NC=C1)C(C)(C)F)=O.C12(CC3CC(CC(C1)C3)C2)C2=C(OC3OCCCC3)C=CC(=C2)C(C)(C)C